N=1C=CN2C1C=CC(=C2)C2=CNC=1N=C(N=C(C12)OC)NC1CCC2(CCO2)CC1 5-(imidazo[1,2-a]pyridin-6-yl)-4-methoxy-N-((4s,7s)-1-oxaspiro[3.5]nonan-7-yl)-7H-pyrrolo[2,3-d]pyrimidin-2-amine